C(CC)C(C[Al](CC(C(C)C)CCC)CC(C(C)C)CCC)C(C)C tris(2-propyl-3-methyl-butyl)aluminum